BrC=1C=C(C(=NC1)NC(C(C)(C)C=1N=C(SC1)NS(=O)(=O)C1CC1)=O)F N-(5-bromo-3-fluoropyridin-2-yl)-2-(2-(cyclopropanesulfonamido)thiazol-4-yl)-2-methylpropanamide